NC1=NC=NC=2N(C3=C(C=C(C=C3C21)C2CC2)C)CC(=O)N2[C@@H]1C[C@@H]1C[C@H]2C(=O)NC2=NC(=CC=C2)Br (1R,3S,5R)-2-(2-(4-amino-6-cyclopropyl-8-methyl-9H-pyrimido[4,5-b]indol-9-yl)acetyl)-N-(6-bromopyridin-2-yl)-2-azabicyclo[3.1.0]hexane-3-carboxamide